O1[C@@H](CC1)CN1C(=NC2=C1C=C(C=C2)C(=O)O)[C@H](C)N2CCC(CC2)C2=NC(=CC=C2)OCC=2C=CC=C1C=CC=NC21 1-(((S)-oxetan-2-yl)methyl)-2-((S)-1-(4-(6-(quinolin-8-ylmethoxy)pyridin-2-yl)piperidin-1-yl)ethyl)-1H-benzo[d]imidazole-6-carboxylic acid